C(C)(C)(C)OC(=O)N1CCC(CC1)[C@H](C)NC1=C(C(=O)O)C=C(C(=C1)C(F)(F)F)F ({(1S)-1-[1-(tert-butoxycarbonyl)piperidin-4-yl]ethyl}amino)-5-fluoro-4-(trifluoromethyl)benzoic acid